BrC1=CC2=C(C(OC2C(=C)CN(C)C)=O)C(=C1)I (3Z)-5-bromo-3-[(dimethylamino)methylethenyl]-7-iodo-1,3-dihydro-2-benzofuran-1-one